6-amino-1-(4-(difluoromethoxy)phenyl)pyrimidine-2,4(1H,3H)-dione NC1=CC(NC(N1C1=CC=C(C=C1)OC(F)F)=O)=O